3-trifluoroethoxy-1-(3-fluorophenyl)-1H-pyrazole-5-carboxylic acid ethyl ester C(C)OC(=O)C1=CC(=NN1C1=CC(=CC=C1)F)OCC(F)(F)F